C(C1=CC=CC=C1)SC1=CC2=C(C(=C(O2)C(=O)OCC)C)C=C1 ethyl 6-(benzylthio)-3-methylbenzofuran-2-carboxylate